COC1=CC=C(N=N1)C=1C(N=C2C1N=C(N=C2C2=CC=NC=C2)N2CCOCC2)C(=O)OC(C)(C)C tert-butyl 7-(6-methoxypyridazin-3-yl)-2-morpholino-4-(pyridin-4-yl)-6H-pyrrolo[3,2-d]pyrimidine-6-carboxylate